titanium 2,3-dihydroxyterephthalic acid OC1=C(C(=O)O)C=CC(=C1O)C(=O)O.[Ti]